BrC1=CC2=C(N(N=N2)C=2C(=NC(=CC2)OCC2=CC=CC=C2)OCC2=CC=CC=C2)C=C1 5-bromo-1-(2,6-dibenzyloxy-3-pyridyl)benzotriazole